3-(2-aminobenzo[d]thiazol-6-yl)-6-(2-fluoro-5-(trifluoromethyl)benzyl)-7,8-dihydro-1,6-naphthyridin-5(6H)-one NC=1SC2=C(N1)C=CC(=C2)C=2C=NC=1CCN(C(C1C2)=O)CC2=C(C=CC(=C2)C(F)(F)F)F